Calcium Fluoride [F-].[Ca+2].[F-]